OC1(COC1)C1=CC(=C(C=C1)C(=O)N1CC2C(C1)CC(C2)OC2=CC=C(C=C2)C(F)(F)F)N2CCNCC2 (4-(3-hydroxyoxetan-3-yl)-2-(piperazin-1-yl)phenyl)(5-(4-(trifluoromethyl)phenoxy)hexahydrocyclopenta[c]pyrrol-2(1H)-yl)methanone